2,5-Dibromo-1,3-diisopropylbenzene BrC1=C(C=C(C=C1C(C)C)Br)C(C)C